2-chloro-N-(3-chlorobenzyl)-6-(3,5-dimethylisoxazol-4-yl)quinolin-4-amine ClC1=NC2=CC=C(C=C2C(=C1)NCC1=CC(=CC=C1)Cl)C=1C(=NOC1C)C